FC1=C(C(=C(C(=C1COC1=CC(=CC=C1)OCC1=C(C(=C(C(=C1F)F)F)F)F)F)F)F)F 1,3-bis[(pentafluorobenzyl)oxy]benzene